2-methoxy-10H-indolo[1,2-a]indol-10-one COC=1C=C2C=C3N(C2=CC1)C=1C=CC=CC1C3=O